4-azidobutan-1-amine-HCl Cl.N(=[N+]=[N-])CCCCN